r-2-ethylhexyl acrylate C(C=C)(=O)OC[C@@H](CCCC)CC